ditertbutyl-pyridine C(C)(C)(C)C=1C(=NC=CC1)C(C)(C)C